2-[4-[4-[(2,6-dioxo-3-piperidyl)amino]phenyl]-1-piperidyl]acetic acid, trifluoroacetic acid salt FC(C(=O)O)(F)F.O=C1NC(CCC1NC1=CC=C(C=C1)C1CCN(CC1)CC(=O)O)=O